1-(1-(methylsulfonyl)azetidin-3-yl)-1H-pyrazole CS(=O)(=O)N1CC(C1)N1N=CC=C1